bis(phenylmethylamine) Hydrochloride salt Cl.C1(=CC=CC=C1)CN.C1(=CC=CC=C1)CN